4-(4-(1,3-dioxo-9-(4-(trifluoromethyl)phenyl)-1H-xantheno[2,1,9-def]isoquinolin-2(3H)-yl)butoxy)-2,6-dimethylbenzaldehyde O=C1N(C(C2=C3C=4C(=CC=C13)C1=CC(=CC=C1OC4C=C2)C2=CC=C(C=C2)C(F)(F)F)=O)CCCCOC2=CC(=C(C=O)C(=C2)C)C